N-(3-fluoro-4-((3-(((R)-1-hydroxypropan-2-yl)amino)-1H-pyrazolo[3,4-b]pyridin-4-yl)oxy)phenyl)-1-(4-fluorophenyl)-2-oxopiperidine-3-carboxamide FC=1C=C(C=CC1OC1=C2C(=NC=C1)NN=C2N[C@@H](CO)C)NC(=O)C2C(N(CCC2)C2=CC=C(C=C2)F)=O